7-oxabicyclo[2.2.1]hept-5-ene C12CCC(C=C1)O2